C1C(=CC2=CC=CC=C12)C1=C(C=CC=C1)B1OC(C(O1)(C)C)(C)C 2-[2-(1H-inden-2-yl)phenyl]-4,4,5,5-tetramethyl-1,3,2-dioxaborolan